CONCC1=CC=C(C=C1)Br N-(4-bromobenzyl)-O-methylhydroxylamine